Chlorophyll a CCC1=C(C2=NC1=CC3=C(C4=C([N-]3)C(=C5[C@H]([C@@H](C(=N5)C=C6C(=C(C(=C2)[N-]6)C=C)C)C)CCC(=O)OC/C=C(\C)/CCC[C@H](C)CCC[C@H](C)CCCC(C)C)[C@H](C4=O)C(=O)OC)C)C.[Mg+2]